ClC1=C(C=2N=C(N=C(C2C=N1)N1CC2CCC(C1)N2C(=O)OC(C)(C)C)OCCN2CCC(CC2)COCC(=O)OCC)F tert-butyl 3-(7-chloro-2-(2-(4-((2-ethoxy-2-oxoethoxy) methyl) piperidin-1-yl) ethoxy)-8-fluoropyrido[4,3-d]pyrimidin-4-yl)-3,8-diazabicyclo[3.2.1]octane-8-carboxylate